2-(1,3-dioxolan-2-yl)-1-(p-tolylsulfonyl)-4-(trifluoromethyl)-6H-pyrrolo[2,3-c]pyridin-7-one O1C(OCC1)C1=CC2=C(C(NC=C2C(F)(F)F)=O)N1S(=O)(=O)C1=CC=C(C=C1)C